C(C1=CC=CC=C1)(=O)O[C@@]1([C@@H](CN(CC1)C(CC1=C(C=C(C(=C1)F)F)F)=O)CN(C([2H])([2H])[2H])C([2H])([2H])[2H])C=1C=C(C(=O)OC2=CC=CC=C2)C=CC1 phenyl 3-((3R,4S)-4-(benzoyloxy)-3-((bis(methyl-d3)amino)methyl)-1-(2-(2,4,5-trifluorophenyl)acetyl)piperidin-4-yl)benzoate